(R)-4-(4-bromo-2-(trifluoromethoxy)phenyl)-2-methyl-N-(1-methylpiperidin-3-yl)pyrazolo[1,5-d][1,2,4]triazine-7-amine formate C(=O)O.BrC1=CC(=C(C=C1)C=1C=2N(C(=NN1)N[C@H]1CN(CCC1)C)N=C(C2)C)OC(F)(F)F